CNCCS(=O)(=O)O methylaminoethyl-sulfonic acid